C(CCCCCCCCCCC)(=O)O.C(CCCCCCCCCCC)(=O)O.S(CCC(=O)O)CCC(=O)O thiodipropionic acid dilaurate